4-((2S,6R)-2,6-dimethylpiperidin-4-yl)-N-(6-methoxy-2-methyl-2H-pyrazolo[3,4-b]pyridin-5-yl)-2,3-dihydro-1H-pyrrolo[2,3-b]pyridine-1-carboxamide C[C@@H]1N[C@@H](CC(C1)C1=C2C(=NC=C1)N(CC2)C(=O)NC2=CC=1C(N=C2OC)=NN(C1)C)C